C(C)N1CN(C2=NCN(C2=C1)CCO)CC 1,3-diethyl-7-(2-hydroxyethyl)-3,7-dihydro-1H-purine